3-trifluoromethyl-5-(5-(hydroxy(phenyl)methyl)-1,2,4-oxadiazol-3-yl)aniline FC(C=1C=C(N)C=C(C1)C1=NOC(=N1)C(C1=CC=CC=C1)O)(F)F